4-[[4-fluoro-3-(4,4,5,5-tetramethyl-1,3,2-dioxaborolan-2-yl)phenyl]methyl]morpholine FC1=C(C=C(C=C1)CN1CCOCC1)B1OC(C(O1)(C)C)(C)C